methylene-3-(3,5-ditertiary butyl-4-hydroxyphenyl)-propionate C=C(C(=O)[O-])CC1=CC(=C(C(=C1)C(C)(C)C)O)C(C)(C)C